C1(CC1)CCC(C(=O)NCC1=CC=C(C=C1)OC1CCNCC1)NC(=O)C=1NC2=CC=CC=C2C1C N-(4-cyclopropyl-1-((4-(piperidine-4-yloxy)benzyl)amino)-1-oxobutan-2-yl)-3-methyl-1H-indole-2-carboxamide